C(#C)C=1OC2=C(C1)C=CC(=C2)OC 2-ethynyl-6-methoxy-1-benzofuran